1-(4-(2,6-dioxopiperidin-3-yl)-3,5-difluorophenyl)azetidin-3-yl ((S)-1-cyclohexylethyl)carbamate C1(CCCCC1)[C@H](C)NC(OC1CN(C1)C1=CC(=C(C(=C1)F)C1C(NC(CC1)=O)=O)F)=O